tert-butyl 6-(((S)-1-((2S,4R)-4-hydroxy-2-(((S)-1-(4-(4-methylthiazol-5-yl)phenyl)ethyl)carbamoyl)pyrrolidin-1-yl)-3,3-dimethyl-1-oxobutan-2-yl)amino)-6-oxohexanoate O[C@@H]1C[C@H](N(C1)C([C@H](C(C)(C)C)NC(CCCCC(=O)OC(C)(C)C)=O)=O)C(N[C@@H](C)C1=CC=C(C=C1)C1=C(N=CS1)C)=O